(S)-Benzyl 3-(((S)-3-(3-Bromo-2-fluorophenoxy)-2-hydroxypropyl)(tert-butoxycarbonyl)amino)-1-oxa-8-azaspiro[4.5]decane-8-carboxylate BrC=1C(=C(OC[C@H](CN([C@@H]2COC3(C2)CCN(CC3)C(=O)OCC3=CC=CC=C3)C(=O)OC(C)(C)C)O)C=CC1)F